3-((((9H-fluoren-9-yl)methoxy)carbonyl)amino)glutaric acid C1=CC=CC=2C3=CC=CC=C3C(C12)COC(=O)NC(CC(=O)O)CC(=O)O